N-(2-aminoethyl)-1,3-propylenedi-amine NCCNCCCN